(1-phenylvinyl)benzoic acid C1(=CC=CC=C1)C(=C)C1=C(C(=O)O)C=CC=C1